(4-(5-chlorooxazolo[4,5-b]pyridin-2-yl)piperazin-1-yl)(3,5-difluoro-4-(2-neopentyl-2H-1,2,3-triazol-4-yl)phenyl)methanone ClC1=CC=C2C(=N1)N=C(O2)N2CCN(CC2)C(=O)C2=CC(=C(C(=C2)F)C2=NN(N=C2)CC(C)(C)C)F